(2R,3R,4S,5S,6R)-2-(Acetoxymethyl)-6-(2-methyl-4-(4,4,5,5-tetramethyl-1,3,2-dioxaborolan-2-yl)phenoxy)tetrahydro-2H-pyran-3,4,5-triyl triacetate C(C)(=O)O[C@@H]1[C@H](O[C@@H]([C@H]([C@H]1OC(C)=O)OC(C)=O)OC1=C(C=C(C=C1)B1OC(C(O1)(C)C)(C)C)C)COC(C)=O